ClC=1C(=C(C(=CC1)OC)C1=CC(=NC=C1C(=O)NC=1SC=2C(N(CCC2N1)CCO)=O)C)F 4-(3-Chloro-2-fluoro-6-methoxyphenyl)-N-(5-(2-hydroxyethyl)-4-oxo-4,5,6,7-tetrahydrothiazolo[5,4-c]pyridin-2-yl)-6-methylnicotinamide